(7S)-7-ethyl-7-hydroxy-2H,10H-[1,3]dioxolo[4,5-g]pyrano[3',4':6,7]indolizino[1,2-b]quinoline-8,11(7H,13H)-dione C(C)[C@]1(C(OCC=2C(N3CC=4C(=NC=5C=C6C(=CC5C4)OCO6)C3=CC21)=O)=O)O